C(CCCC(=O)OC1=C2C(=CNC2=CC=C1)C([2H])([2H])[C@@H]1N(CCC1)C([2H])([2H])[2H])(=O)OC1=C2C(=CNC2=CC=C1)C([2H])([2H])[C@@H]1N(CCC1)C([2H])([2H])[2H] bis(3-(((R)-1-(methyl-d3) pyrrolidin-2-yl) methyl-d2)-1H-indol-4-yl) glutarate